tert-butyl 3-[[(2S)-2-(4-bromophenoxy)propanoyl]amino]oxypyrrolidine-1-carboxylate BrC1=CC=C(O[C@H](C(=O)NOC2CN(CC2)C(=O)OC(C)(C)C)C)C=C1